IC1=NN(C=2N=C(NC(C21)=O)C)C(CC)C2=NC=C(C=C2)C(F)(F)F 3-Iodo-6-Methyl-1-(1-(5-(Trifluoromethyl)Pyridin-2-Yl)Propyl)-1H-Pyrazolo[3,4-d]Pyrimidin-4(5H)-One